[Cl-].C(C=C)(=O)OCCC[N+](C1=CC=CC=C1)(C)C acryloxypropyldimethylphenylammonium chloride